FC1=C(C=CC=C1)NC=1C=NN2C1N=C(N=C2C=2OC(=CC2)C)N N8-(2-fluorophenyl)-4-(5-methylfuran-2-yl)pyrazolo[1,5-a][1,3,5]Triazine-2,8-diamine